N-(2-methoxy-4-nitrophenyl)-4-cyanobenzamide COC1=C(C=CC(=C1)[N+](=O)[O-])NC(C1=CC=C(C=C1)C#N)=O